F[C@H]1CNCC[C@H]1CN1CCC(CC1)C1=CC=C2C(=NN(C2=C1)C)C1C(NC(CC1)=O)=O 3-(6-(1-(((3R,4S)-3-fluoropiperidin-4-yl)methyl)piperidin-4-yl)-1-methyl-1H-indazol-3-yl)piperidine-2,6-dione